C(=O)(OC(C)(C)C)NCCC1=CC=C(C=C1)O N-Boc-tyramine